ClC1=CC=C(C=C1)C1=C(CC(CC1)(C)C)C=O 4'-chloro-4,4-dimethyl-3,4,5,6-tetrahydro-[1,1'-biphenyl]-2-carbaldehyde